N1CC2(C=3C1=NC=CC3)CC3=CC=C(C=C3C2)C(=O)[O-] 1,1',2',3-tetrahydrospiro[indene-2,3'-pyrrolo[2,3-b]pyridine]-5-carboxylate